C(C)(C)(C)OC(=O)N1[C@@H](C[C@@H](C1)O)C(=O)O (2S,4S)-1-(tert-butoxycarbonyl)-4-hydroxy-pyrrolidine-2-carboxylic acid